BrC1=CC=CC(=N1)OCC=1SC(=NN1)C1CC1 2-[(6-bromo-2-pyridyl)oxymethyl]-5-cyclopropyl-1,3,4-thiadiazole